COCCN1N=CC(=C1)C1=CC=C(C=C1)N1C=NC(=C1)[N+](=O)[O-] 1-(2-methoxyethyl)-4-(4-(4-nitro-1H-imidazol-1-yl)phenyl)-1H-pyrazole